hydroxy-4-octyloxybenzophenone OC1=C(C(=O)C2=CC=CC=C2)C=CC(=C1)OCCCCCCCC